FC=1C=C2CC[C@@H](C2=CC1)N[S@@](=O)C(C)(C)C (S)-N-((S)-5-fluoro-2,3-dihydro-1H-inden-1-yl)-2-methylpropane-2-sulfinamide